N-methyl-2-(4-{4-[3-(pyridin-2-yl)-1H-pyrazol-4-yl]pyridin-2-yl}phenoxy)ethan-1-amine CNCCOC1=CC=C(C=C1)C1=NC=CC(=C1)C=1C(=NNC1)C1=NC=CC=C1